N1=C(C=CC=C1)C1CCOC2(CCCC2)C1 9-(pyridin-2-yl)-6-oxaspiro[4.5]decan